N-[2-(2-hydroxy-ethyl-methylamino)ethyl]-N'-methylpiperazine OCCN(CCN1CCN(CC1)C)C